iminomethyl-(m-tolyl)-lambda6-sulfanone N=C[SH2](=O)C=1C=C(C=CC1)C